C(C)O/C=C/C1=C(C(=O)O)C=CC(=N1)C1=CC=C(C=C1)OC (E)-2-(2-ethoxyvinyl)-6-(4-methoxyphenyl)nicotinic acid